COC1=NC=C(C=C1)OC1CCNCC1 2-methoxy-5-(piperidin-4-yloxy)pyridine